2-(1-((2R,3R,4R,5R,6S)-3,4,5-trihydroxy-6-(hydroxymethyl)tetrahydro-2H-pyran-2-yl)-1H-pyrazol-4-yl)thiazol-4-carboxamide O[C@H]1[C@@H](O[C@H]([C@@H]([C@H]1O)O)CO)N1N=CC(=C1)C=1SC=C(N1)C(=O)N